N1(C=NC=C1)C(CCN)C 3-(1H-imidazol-1-yl)butylamine